4,4'-(1,1-ethylene)bis(cyclohexane-1,2-dicarboxylic acid) C(C)(C1CC(C(CC1)C(=O)O)C(=O)O)C1CC(C(CC1)C(=O)O)C(=O)O